CC(C1=C(C=CC=C1)[N+](=O)[O-])OC(=O)N1CCOCC1 [(α-methyl-2-nitrobenzyl)oxycarbonyl]morpholine